N1=NC(=CC=C1)C1=CC=C(C=C1)NC=1C=C(C=CC1)C1=NC2=C(N1)C=C(C=C2)C(=O)O 2-(3-((4-(Pyridazin-3-yl)phenyl)amino)phenyl)-1H-benzo[d]imidazol-6-carboxylic acid